tert-butyl N-((((di-tert-butoxyphosphoryl)oxy)methoxy)carbonyl)-N-((1-(2-hydroxyethyl)cyclopropyl)methyl)glycinate C(C)(C)(C)OP(=O)(OC(C)(C)C)OCOC(=O)N(CC(=O)OC(C)(C)C)CC1(CC1)CCO